7-bromo-6-(4-chloro-2-methoxyphenyl)-1-fluoro-3-(tetrahydro-2H-pyran-2-yl)-3,8,9,10-tetrahydrocyclohepta[e]indazole BrC1=C(C2=C(C=3C(=NN(C3C=C2)C2OCCCC2)F)CCC1)C1=C(C=C(C=C1)Cl)OC